racemic-tert-butyl 3,3-difluoro-5-(hydroxymethyl)piperidine-1-carboxylate FC1(CN(C[C@@H](C1)CO)C(=O)OC(C)(C)C)F |r|